C[SiH](C1=C(C(=C(C(=C1F)F)F)F)F)C dimethyl-pentafluorophenyl-silane